1-[5-(2-amino-5-methyl-1,3-thiazol-4-yl)-2,3-dihydro-1H-indol-1-yl]ethan-1-one NC=1SC(=C(N1)C=1C=C2CCN(C2=CC1)C(C)=O)C